COC(=O)C=1C(N(C2=NC(=CC=C2C1N)Br)C1=CC=C(C=C1)Cl)=O 4-Amino-7-bromo-1-(4-chlorophenyl)-2-oxo-1,2-dihydro-1,8-naphthyridine-3-carboxylic acid methyl ester